C(C1=CC=CC=C1)OC=1C(=CC(=C(C=O)C1)Br)OC 5-(benzyloxy)-2-bromo-4-methoxybenzaldehyde